tert-butyl (R)-4-(4-chloro-7,7-dimethyl-5-oxo-5,7-dihydroindolo[1,2-a]quinazolin-10-yl)-2-(cyanomethyl)piperazine-1-carboxylate ClC=1C=2C(N=C3N(C2C=CC1)C1=CC(=CC=C1C3(C)C)N3C[C@H](N(CC3)C(=O)OC(C)(C)C)CC#N)=O